[N+](=O)([O-])C1=CC=C(C=C1)N1C2CNC(C1)C2 2-(4-nitrophenyl)-2,5-diazabicyclo[2.2.1]heptane